C(#N)C(CNC=1C(=CC=C2C=CC(=CC12)C1=CC=CC(=N1)C(=O)NC1CCC(CC1)N(C)C)OC(F)F)=C 6-{8-[(2-cyano-2-methylideneethyl)amino]-7-(difluoromethoxy)naphthalen-2-yl}-N-[(1r,4r)-4-(dimethylamino)cyclohexyl]pyridine-2-carboxamide